C(#N)C12CC3(CC(CC(C1)(C3)C3=CC=CC=C3)C2)C(=O)O rac-3-cyano-5-phenyladamantane-1-carboxylic acid